[C@@H]12CNC[C@H]2C1NC=1C(=CN(C(C1)=O)C12CC(C1)C2)C(=O)N[C@H](C)C2=C(C(=CC=C2)C(F)F)F 4-(((1R,5S,6s)-3-azabicyclo[3.1.0]hexan-6-yl)amino)-1-(bicyclo[1.1.1]pentan-1-yl)-N-((R)-1-(3-(difluoromethyl)-2-fluorophenyl)ethyl)-6-oxo-1,6-dihydropyridine-3-carboxamide